[2H-].[2H-].[Ti+2] titanium dideuteride